FC(C(=O)O)(F)F.NCC(CC=1N(C(NN1)=O)CC=1SC(=CC1)C=1C=NC(=NC1)OCC)=C(F)F [2-(aminomethyl)-3,3-difluoro-allyl]-4-[[5-(2-ethoxypyrimidin-5-yl)-2-thienyl]methyl]-1,2,4-triazol-3-one trifluoroacetate salt